C1(CC1)C=1C(=CC(=C(C1)CN1CCC2(CNC(N2)=O)CC1)OCC)C1=CC=C(C=C1)F 8-[[5-cyclopropyl-2-ethoxy-4-(4-fluorophenyl)phenyl]methyl]-1,3,8-triazaspiro[4.5]decan-2-one